N1(CCC1)C1=CN(C2=C1C=NC(=C2)Cl)C2=NC=NC(=C2)C(C)(F)F 3-(azetidin-1-yl)-6-chloro-1-(6-(1,1-difluoroethyl)pyrimidin-4-yl)-1H-pyrrolo[3,2-c]pyridine